1,3-dimethyl-3-(t-butylperoxy)butyl N-[1-{3-(1-methylethenyl)phenyl}1-methylethyl]carbamate CC(=C)C=1C=C(C=CC1)C(C)(C)NC(OC(CC(C)(OOC(C)(C)C)C)C)=O